CC1=C(OCC(=O)OCC)C(=CC=C1)C ethyl 2-(2,6-dimethylphenoxy)acetate